C1N(CC12CCNCC2)C2=NC=NC=C2OC2=C(C(=O)N(CCOC)C(C)C)C=C(C=C2)F 2-((4-(2,7-diazaspiro[3.5]non-2-yl)pyrimidin-5-yl)oxy)-5-fluoro-N-isopropyl-N-(2-methoxyethyl)benzamide